NC1=C2C(=C3C(=N1)C=C(N3)C(=O)N([C@H](C)C3=NC=C(C=C3)C3CC3)C3CCC3)COC2 (R)-5-amino-N-cyclobutyl-N-(1-(5-cyclopropylpyridin-2-yl)ethyl)-6,8-dihydro-1H-furo[3,4-d]pyrrolo[3,2-b]pyridine-2-carboxamide